tert-butyl (R)-4-((2,2-difluoro-6-(6-(methoxycarbonyl)pyridin-3-yl)-7-azaspiro[3.5]nonan-7-yl)methyl)-5,7-dimethyl-1H-indole-1-carboxylate FC1(CC2(C1)C[C@@H](N(CC2)CC2=C1C=CN(C1=C(C=C2C)C)C(=O)OC(C)(C)C)C=2C=NC(=CC2)C(=O)OC)F